2-methyl-5-(1-sulfonylprop-2-yl)cyclohexane-1-thiol CC1C(CC(CC1)C(C=S(=O)=O)C)S